1-[2-(2-ethyl-5-methyl-4-pyridinyl)-6-[5-[(6-methylpyridazin-3-yl)amino]benzimidazol-1-yl]-3-pyridinyl]ethanol C(C)C1=NC=C(C(=C1)C1=NC(=CC=C1C(C)O)N1C=NC2=C1C=CC(=C2)NC=2N=NC(=CC2)C)C